C(C)(=O)OC=CC=CC=CCCCCCCC Tridecatrienyl acetate